C1=CC=CC=2C=CC3=C(C4=C(O3)C=CC=C4)C12 Benzo[b]naphtho[1,2-d]furan